NCCCC(=O)N1CCN(CC1)C(C1=C(C=C(C=C1)NC=1C=2N(C=CN1)C(=CN2)C=2C(=NNC2)C(F)(F)F)Cl)=O 4-amino-1-[4-[2-chloro-4-[[3-[3-(trifluoromethyl)-1H-pyrazol-4-yl]imidazo[1,2-a]pyrazin-8-yl]amino]benzoyl]piperazin-1-yl]butan-1-one